2-(4-((S or R)-1-(((S)-((S)-5-cyano-1,2,3,4-tetrahydroquinolin-3-yl)(phenyl)methyl)amino)propan-2-yl)phenyl)acetic acid C(#N)C1=C2C[C@@H](CNC2=CC=C1)[C@@H](C1=CC=CC=C1)NC[C@@H](C)C1=CC=C(C=C1)CC(=O)O |o1:21|